C1(CC1)N1C=C(C(C2=CC(=C(C(=C12)OC)N1C[C@H]2NCCC[C@H]2C1)F)=O)C(=O)O 1-Cyclopropyl-6-fluoro-7-((4aS,7aS)-hexahydro-1H-pyrrolo[3,4-b]pyridin-6(2H)-yl)-8-methoxy-4-oxo-1,4-dihydroquinoline-3-carboxylic acid